COC=1C=C(CN2C(N(C3=CC=C(C=C3C2=O)OCC#N)C2CCN(CC2)C=O)=O)C=CC1OC {[3-(3,4-dimethoxybenzyl)-1-(1-formylpiperidin-4-yl)-2,4-dioxo-1,2,3,4-tetrahydroquinazolin-6-yl]oxy}acetonitrile